(cyclobutylsulfamoyl)benzoic acid C1(CCC1)NS(=O)(=O)C1=C(C(=O)O)C=CC=C1